1,3-Diisooctylcyanato-4-methyl-cyclohexan C(CCCCC(C)C)C1(CC(C(CC1)C)CCCCCC(C)C)OC#N